2-([1-[(2-Chlorophenyl)methyl]-5-(3,5-dimethoxyphenyl)-1H-pyrazol-3-yl]methoxy)-2-methylpropanoic acid ClC1=C(C=CC=C1)CN1N=C(C=C1C1=CC(=CC(=C1)OC)OC)COC(C(=O)O)(C)C